BrC=1C=C(C=CC1)[C@@H](C)NC(=O)C1=NN(C(C=C1)=O)C1=CC=CC=C1 N-[(1R)-1-(3-Bromophenyl)ethyl]-6-oxo-1-phenyl-pyridazine-3-carboxamide